OC1=C(C(=CC(=C1C(=O)N1CCOCC1)CCCCC)O)C1=C(C=CC(=C1)C)C(=C)C (2,6-dihydroxy-5'-methyl-4-pentyl-2'-(prop-1-en-2-yl)-[1,1'-biphenyl]-3-yl)(morpholino)methanone